3-carboxymethyl-3-aza-pentanoic acid C(=O)(O)CN(CC(=O)O)CC